5-((3-(difluoromethyl)pyridin-2-yl)methoxy)-2-methylbenzofuran-3-carboxylic acid FC(C=1C(=NC=CC1)COC=1C=CC2=C(C(=C(O2)C)C(=O)O)C1)F